ClC=1C=CC(=C(C(=O)N[C@H](C(C(=O)NC2CC2)=O)C[C@H]2C(N[C@@H](C2)C)=O)C1)NC(C(C)(C)O)=O 5-chloro-N-[(1S)-3-(cyclopropylamino)-1-[[(3S,5R)-5-methyl-2-oxo-pyrrolidin-3-yl]methyl]-2,3-dioxo-propyl]-2-[(2-hydroxy-2-methyl-propanoyl)amino]benzamide